FC=1C=C(C=CC1)/C=C/C(=O)N1CCN(CC1)C(CC1=C(NC2=CC=CC=C12)C1=CC=CC=C1)=O (E)-3-(3-fluorophenyl)-1-(4-(2-(2-phenyl-1H-indol-3-yl)acetyl)piperazin-1-yl)prop-2-en-1-one